2-butenylpropylammonium hydroxide [OH-].C(=CCC)C(C[NH3+])C